CC(C)(C)OC(=O)NCCOCC(=O)O 2-[2-[(2-methylpropan-2-yl)oxycarbonylamino]ethoxy]acetic acid